C1(CC1)N1C=C(C(C2=CC(=C(C=C12)N1[C@@H](CCC1)COC1=NC=CC=C1)F)=O)C(=O)O (S)-1-cyclopropyl-6-fluoro-4-oxo-7-(2-((pyridin-2-yloxy)methyl)pyrrolidin-1-yl)-1,4-dihydro-quinoline-3-carboxylic acid